O=C1N(CCC(N1)=O)C1=NC=CC(=C1)CN1CCC(CC1)N1N=C2C=C(C(=CC2=C1)NC(C1=CN=C(C=C1)C(F)(F)F)=O)C(C)(C)O N-(2-(1-((2-(2,4-dioxotetrahydropyrimidin-1(2H)-yl)pyridin-4-yl)methyl)piperidin-4-yl)-6-(2-hydroxypropane-2-yl)-2H-indazol-5-yl)-6-(trifluoromethyl)nicotinamide